methyl (6-(4-((1H-indazol-5-yl)amino)pyrimidin-2-yl)-1H-indole-2-carbonyl)phenylalaninate N1N=CC2=CC(=CC=C12)NC1=NC(=NC=C1)C1=CC=C2C=C(NC2=C1)C(=O)N[C@@H](CC1=CC=CC=C1)C(=O)OC